2',5-dichloro-N-(2-chlorothiazolo[5,4-b]pyridin-6-yl)-2,4'-difluoro-[1,1'-biphenyl]-4-carboxamide ClC1=C(C=CC(=C1)F)C1=C(C=C(C(=C1)Cl)C(=O)NC=1C=C2C(=NC1)SC(=N2)Cl)F